2,3,3-trimethylbutyraldehyde CC(C=O)C(C)(C)C